N-(3-{4-[(2-cyano-2-methylethyl)amino]quinolin-6-yl}phenyl)prop-2-enamide C(#N)C(CNC1=CC=NC2=CC=C(C=C12)C=1C=C(C=CC1)NC(C=C)=O)C